methyl (1R,3S)-1-methoxy-5-oxo-1,2,3,5,8,8a-hexahydroindolizine-3-carboxylate CO[C@@H]1C[C@H](N2C(C=CCC12)=O)C(=O)OC